ClC1=CC2=C(C(=N1)NC1CCCC1)N=NN2[C@H]2[C@@H]([C@@H]([C@H](O2)COCP(O)(O)=O)O)O ((((2R,3S,4R,5R)-5-(6-chloro-4-(cyclopentylamino)-1H-[1,2,3]triazolo[4,5-c]pyridin-1-yl)-3,4-dihydroxytetrahydrofuran-2-yl)methoxy)methyl)phosphonic acid